3-(5-((2-(4-(2-((3r,5r,7r)-adamantan-1-yl)ethyl)piperazin-1-yl)ethyl)amino)-2-methyl-4-oxoquinazolin-3(4H)-yl)piperidine-2,6-dione C12(CC3CC(CC(C1)C3)C2)CCN2CCN(CC2)CCNC2=C3C(N(C(=NC3=CC=C2)C)C2C(NC(CC2)=O)=O)=O